FC=1C=C(C=CC1)C#CC=1C=C2CCC(C2=CC1)N1C[C@@H](CCC1)C(=O)O (3R)-1-(5-((3-fluorophenyl)ethynyl)-2,3-dihydro-1H-inden-1-yl)-piperidine-3-carboxylic acid